N4,3,5,7-tetramethyl-N2-(1-methylpiperidin-4-yl)-1,8-naphthyridine-2,4-diamine CNC1=C(C(=NC2=NC(=CC(=C12)C)C)NC1CCN(CC1)C)C